P(=O)(O)(O)O[C@@]1([C@H](N)[C@@H](O)[C@H](O)[C@H](O1)CO)C(C)=O Acetyl-α-D-glucosamine 1-phosphate